alpha-(nitromethyl)-2-furanmethanol [N+](=O)([O-])CC(O)C=1OC=CC1